Cl.C1(=CC=CC=C1)O.C1(=CC=CC=C1)O diphenol hydrochloride